(S)-N-(5-cyclopropyl-1H-pyrazol-3-yl)-2-(1-(4-methoxypyridin-2-yl)-1H-pyrazol-4-yl)propanamide C1(CC1)C1=CC(=NN1)NC([C@@H](C)C=1C=NN(C1)C1=NC=CC(=C1)OC)=O